C(C)(C)C=1N=NN(N1)CC1=CC=C(C=C1)C=C 5-isopropyl-2-(4-vinylbenzyl)-2H-tetrazole